CC(C)(C)[S@@](=O)N R-(+)-2-methylpropane-2-sulfinamide